1,3,5-triallylpyrazine C(C=C)N1CC(=NC(=C1)CC=C)CC=C